N-[(3R,6S)-6-(methylthiocarbamoyl)tetrahydropyran-3-yl]carbamic acid tert-butyl ester C(C)(C)(C)OC(N[C@H]1CO[C@@H](CC1)C(NC)=S)=O